Cl.C(C1=CC=CC=C1)OC1=CC=C2C[C@H](NCC2=C1)C(=O)N[C@H]1CCCC2=CC=CC=C12 (3S)-7-Benzyloxy-N-[(1S)-tetralin-1-yl]-1,2,3,4-tetrahydroisoquinoline-3-carboxamide hydrochloride